BrC1=CC=CC=2SC(=C(C21)C#N)NC(=O)OCC ethyl [(4-bromo-3-cyanobenzo[b]thiophene-2-yl)amino]formate